2-(6-(azetidin-3-yl)pyridazin-3-yl)-5-(2-methyl-2H-pyrazolo[3,4-c]pyridin-5-yl)phenol hydrochloride Cl.N1CC(C1)C1=CC=C(N=N1)C1=C(C=C(C=C1)C1=CC=2C(C=N1)=NN(C2)C)O